methyl 4-(diphenylphosphono)-2,3,5-trifluorobenzoate C1(=CC=CC=C1)OP(=O)(OC1=CC=CC=C1)C1=C(C(=C(C(=O)OC)C=C1F)F)F